NC1=NC(=C2N=CN(C2=N1)[C@H]1[C@@H]([C@@H]([C@H](O1)COP(=O)(OC1=CC=CC=C1)N[C@@H](C)C(=O)OC(C)C)O)O)NO isopropyl ((((2R,3S,4R,5R)-5-(2-amino-6-(hydroxyamino)-9H-purin-9-yl)-3,4-dihydroxytetrahydrofuran-2-yl)methoxy)(phenoxy)phosphoryl)-L-alaninate